CC(CO)(C)N1N=CC2=CC(=CC=C12)C1=C(N=C2N1C=CC=N2)C2=NC(=CC=C2)C 2-methyl-2-(5-(2-(6-methylpyridin-2-yl)imidazo[1,2-a]pyrimidin-3-yl)-1H-indazol-1-yl)propan-1-ol